3-(1-(2,2,2-trifluoroethyl)-1H-imidazol-2-yl)propionic acid FC(CN1C(=NC=C1)CCC(=O)O)(F)F